C(N)(=O)C=1C=2N(C=C(C1)C(=O)N1C[C@@H]3C([C@@H]3C1)OC1=NC(=CC(=C1)C(C)(C)NC(OCC1=CC=CC=C1)=O)C1=CC=C(C=C1)F)C=C(N2)C benzyl (2-(2-(((1R,5S,6s)-3-(8-carbamoyl-2-methylimidazo[1,2-a]pyridine-6-carbonyl)-3-azabicyclo[3.1.0]hexan-6-yl)oxy)-6-(4-fluorophenyl)pyridin-4-yl)propan-2-yl)carbamate